CC1(CC(CC1(C)C)C1=CC(=NC=C1)N)C 4-(3,3,4,4-tetramethylcyclopentyl)pyridin-2-amine